1-(tert-butyl)-N-((3-(7-(((3S,4R)-3-fluoro-1-methylpiperidin-4-yl)amino)-3-(1-fluorovinyl)-2H-indazol-2-yl)-1,2,4-oxadiazol-5-yl)methyl)-1H-pyrazole-4-carboxamide C(C)(C)(C)N1N=CC(=C1)C(=O)NCC1=NC(=NO1)N1N=C2C(=CC=CC2=C1C(=C)F)N[C@H]1[C@H](CN(CC1)C)F